C1C(=CC2=CC=CC=C12)O indene-2-ol